3-isobutyl-4-[4-(3-methyl-2-butenyloxy)phenyl]furan-2,5-dione C(C(C)C)C=1C(OC(C1C1=CC=C(C=C1)OCC=C(C)C)=O)=O